C(C)OC(C(=CC1=CC(=CC=C1)C(F)(F)F)C(=O)C1CCC(CC1)C1=CC=C(C=C1)Cl)=O 2-((1r,4r)-4-(4-chlorophenyl)cyclohexane-1-carbonyl)-3-(3-(trifluoromethyl)phenyl)acrylic acid ethyl ester